N1=CSC2=C1C1=CNC=C1C=C2 [1,3]thiazolo[4,5-e]isoindole